2-[(2R)-3-[tert-butyl-(dimethyl)silyl]oxy-2-methyl-propyl]isoindolin-1-one C(C)(C)(C)[Si](OC[C@@H](CN1C(C2=CC=CC=C2C1)=O)C)(C)C